2-methyl-N-[1-(2-{[(oxan-3-yl)methyl]amino}quinolin-4-yl)ethyl]benzamide CC1=C(C(=O)NC(C)C2=CC(=NC3=CC=CC=C23)NCC2COCCC2)C=CC=C1